C(C)(=O)NCCCN1C2=CC(=CC=C2C=2C=CN=C(C12)C)OC N-acetyl-3-(7-Methoxy-1-methyl-β-carbolin-9-yl)propylamine